phenylbenzensulfonamide C1(=CC=CC=C1)C1=C(C=CC=C1)S(=O)(=O)N